1-(2,6-difluoro-3,5-dimethoxyphenyl)prop-2-yn-1-ol (R)-ethyl-5-(2-(5-fluoro-2-hydroxypyridin-3-yl)pyrrolidin-1-yl)pyrazolo[1,5-a]pyrimidine-3-carboxylate C(C)C1=NN2C(N=C(C=C2)N2[C@H](CCC2)C=2C(=NC=C(C2)F)O)=C1C(=O)OC(C#C)C1=C(C(=CC(=C1F)OC)OC)F